FC1=CC(=CC2=C1OC(CO2)C=2C=NC(=CC2)OC)CN2C=NC=1C2=NC=C(C1)N1C(=NC=C1)C 3-((8-fluoro-2-(6-methoxypyridin-3-yl)-2,3-dihydrobenzo[b][1,4]dioxin-6-yl)methyl)-6-(2-methyl-1H-imidazol-1-yl)-3H-imidazo[4,5-b]pyridine